3-fluoro-1H-pyrrolo[2,3-b]pyridin-5-ol FC1=CNC2=NC=C(C=C21)O